(1s,4s)-1-ethyl-4-((5-(imidazo[1,2-a]pyrimidin-6-yl)-4-(methoxy-d3)pyrrolo[2,1-f][1,2,4]triazin-2-yl)amino)cyclohexan-1-ol C(C)C1(CCC(CC1)NC1=NN2C(C(=N1)OC([2H])([2H])[2H])=C(C=C2)C=2C=NC=1N(C2)C=CN1)O